[K].C1(CC1)N1C2CN(CC1CC2)S(=O)(=O)NC(NC2=C1CCCC1=CC=1CCCC21)=O 8-Cyclopropyl-N-((1,2,3,5,6,7-hexahydro-s-indacen-4-yl)carbamoyl)-3,8-diazabicyclo[3.2.1]octane-3-sulfonamide, potassium salt